2,2'-(1,3-phenylene)bis(1-(2-(2-methoxyethoxy)ethoxy)propan-2-ol) C1(=CC(=CC=C1)C(COCCOCCOC)(C)O)C(COCCOCCOC)(C)O